FC1(CC(C1)C(CO)C1=C(C=2C(=NC(=CC2)C2=CC=3C(N=C2)=NN(C3)C)S1)C)F 2-(3,3-difluorocyclobutyl)-2-(3-methyl-6-(2-methyl-2H-pyrazolo[3,4-b]pyridin-5-yl)thieno[2,3-b]pyridin-2-yl)ethan-1-ol